ClC=1C=C2C=C(C(=NC2=CC1)C1=CC=C(C=C1)Cl)OC1=CC=C(C=C1)OC 6-chloro-2-(4-chlorophenyl)-3-(4-methoxyphenoxy)quinoline